2-[[5-tert-butyl-7-(3,3-difluoropyrrolidin-1-yl)triazolo[4,5-d]pyrimidin-3-yl]methyl]-3-ethynyl-benzenesulfonyl fluoride C(C)(C)(C)C=1N=C(C2=C(N1)N(N=N2)CC2=C(C=CC=C2C#C)S(=O)(=O)F)N2CC(CC2)(F)F